1-(6-{2,6-diazaspiro[3.4]octan-2-yl}pyridin-3-yl)-2',7-dimethyl-1H,2'H-3,4'-biindazole C1N(CC12CNCC2)C2=CC=C(C=N2)N2N=C(C1=CC=CC(=C21)C)C=2C1=CN(N=C1C=CC2)C